C1(CCC1)CN(C(OC(C)(C)C)=O)[C@H]1CN(CCC1)C1=CC(N(C=C1)CC1=CN=C(S1)C=1C=NC=C(C1)OC)=O tert-butyl (R)-(cyclobutylmethyl)(1-(1-((2-(5-methoxypyridin-3-yl)thiazol-5-yl)methyl)-2-oxo-1,2-dihydropyridin-4-yl)piperidin-3-yl)carbamate